C(C)OC(=O)C=1C(=NC(=NC1)C=1C(=NC=NC1OC)C1CC1)NNC 4'-Cyclopropyl-6'-methoxy-4-(2-methylhydrazino)-[2,5'-bipyrimidine]-5-carboxylic acid ethyl ester